2,3,6,7-tetrahydrooxepine O1CCC=CCC1